C(C)(C)(C)OCCN1C(=NC2=C1C=C(C=C2)C(=O)O)CN2[C@@H]1CC[C@@H]1N(CC2)C2=NC(=CC=C2)OCC2=C(C=C(C=C2)C#N)F |r| rac-1-(2-(tert-Butoxy)ethyl)-2-(((1R,6S)-5-(6-((4-cyano-2-fluorobenzyl)oxy)pyridin-2-yl)-2,5-diazabicyclo[4.2.0]octan-2-yl)methyl)-1H-benzo[d]imidazole-6-carboxylic acid